ClC1=CC(=C(C=C1)C1=CC(=NC(=C1)C1CC1)C=1OC2=C(N1)C=C(C=C2F)C(=O)OC)C2=NN=CN2C methyl 2-{4-[4-chloro-2-(4-methyl-1,2,4-triazol-3-yl)phenyl]-6-cyclopropylpyridin-2-yl}-7-fluoro-1,3-benzoxazole-5-carboxylate